N1(CCNCC1)CCCNC(C1=CC=CC=C1)=O N-(3-(piperazin-1-yl)propyl)benzamide